1-(1,5-bis(octahydro-1H-inden-2-yl)pentan-3-yl) 7-(pentadecan-8-yl) 4-(3-(dimethylamino)propyl)heptanedioate CN(CCCC(CCC(=O)OC(CCC1CC2CCCCC2C1)CCC1CC2CCCCC2C1)CCC(=O)OC(CCCCCCC)CCCCCCC)C